FC1=CC=C(C=C1)C1=CC(=C(N=N1)C1=CC=CC=C1)C1=CC=CC=C1 6-(4-Fluorophenyl)-3,4-diphenylpyridazine